CN(C(=O)C=1C=C(C=CC1)C(CC(=O)O)N1N=CC2=CC(=CC=C12)CCC1=NC=2NCCCC2C=C1)C 3-(3-(dimethylcarbamoyl)phenyl)-3-(5-(2-(5,6,7,8-tetrahydro-1,8-naphthyridin-2-yl)ethyl)-1H-indazol-1-yl)propionic acid